α-Amino-β-guanidinopropionic acid NC(C(=O)O)CNC(=N)N